(1-(6-chloro-1-(pyrimidin-5-yl)-1H-indazol-3-yl)ethyl)-3-methyl-1H-pyrazolo[3,4-d]pyrimidin-4-amine ClC1=CC=C2C(=NN(C2=C1)C=1C=NC=NC1)C(C)N1N=C(C=2C1=NC=NC2N)C